ON1[C@@H](CCC1)C(=O)C=1OCCN1 (hydroxy)prolyl-oxazoline